2-(8-methyl-6-(2-phenylpropoxy)-[1,2,4]triazolo[1,5-a]pyridin-2-yl)acetaldehyde CC=1C=2N(C=C(C1)OCC(C)C1=CC=CC=C1)N=C(N2)CC=O